6-(4-cyclopropyl-1H-imidazol-1-yl)-5-methylisoindoline-1-one C1(CC1)C=1N=CN(C1)C1=C(C=C2CNC(C2=C1)=O)C